N1CC(C1)OC1=C2C=C(N=CC2=CC(=C1)C1=C(C=CC=C1C)F)N 5-(azetidin-3-yloxy)-7-(2-fluoro-6-methyl-phenyl)isoquinolin-3-amine